C(C(C)C)C1=CC(OC(O1)(C)C)=O 6-isobutyl-2,2-dimethyl-4H-1,3-dioxin-4-one